4-(4-Methylphenylthio)benzophenon CC1=CC=C(C=C1)SC1=CC=C(C(=O)C2=CC=CC=C2)C=C1